1,3-dioxa-7-azaspiro[4.5]decan-2-one O1C(OCC12CNCCC2)=O